ClC1=C(C(=CC=C1Cl)OC)C=1C=CC(=NC1)C#N 5-(2,3-dichloro-6-methoxyphenyl)pyridine-2-carbonitrile